C(N)(=O)C=1C=C(C=NC1)NC(C(=O)[O-])=O.[Li+] Lithium [(5-carbamoylpyridin-3-yl)amino](oxo)acetate